CCN(C)CC1=CC=CC=C1 Methylbenzyl-dimethylamin